3-(4-(3-cyclopropylphenyl)-4H-1,2,4-triazol-3-yl)-2-(6-methyl-4-(trifluoromethyl)pyridin-2-yl)hexahydrocyclopenta[c]pyrrole-1(2H)-one C1(CC1)C=1C=C(C=CC1)N1C(=NN=C1)C1C2C(C(N1C1=NC(=CC(=C1)C(F)(F)F)C)=O)CCC2